4-(2-((2-(dimethylamino)tetrahydro-1H-pyrrolizin-7a(5H)-yl)methoxy)-8-fluoro-4-(1,4-oxazepan-4-yl)pyrido[4,3-d]pyrimidin-7-yl)-5-ethynyl-6-fluoronaphthalen-2-ol CN(C1CC2(CCCN2C1)COC=1N=C(C2=C(N1)C(=C(N=C2)C2=CC(=CC1=CC=C(C(=C21)C#C)F)O)F)N2CCOCCC2)C